1,2-bis-(hydroxyphenyl)-ethylene glycol OC1=C(C=CC=C1)C(C(C1=C(C=CC=C1)O)O)O